C(C=C)OC(=O)C1=CC2=C(S1)C=CC(=C2)C(F)P(=O)(Cl)Cl 5-((dichlorophosphoryl)fluoromethyl)benzo[b]thiophene-2-carboxylic acid allyl ester